3-chloro-6-(difluoromethyl)pyridazine ClC=1N=NC(=CC1)C(F)F